N[C@H](C(=O)N1CC2(CCC2)CC1C(=O)N[C@H](C(=O)N)C[C@H]1C(NC2(CC2)C1)=O)C(C)(C)C 6-[(2S)-2-amino-3,3-dimethyl-butanoyl]-N-[(1S)-2-amino-2-oxo-1-[[(6R)-5-oxo-4-azaspiro[2.4]heptan-6-yl]methyl]ethyl]-6-azaspiro[3.4]octane-7-carboxamide